methyl (2R,3S,3aS,6aS)-2-((((1s,4S)-4-(3-fluorophenyl)cyclohexyl)oxy)methyl)-3-(methylsulfonamido)hexahydro-1H-furo[3,4-b]pyrrole-1-carboxylate FC=1C=C(C=CC1)C1CCC(CC1)OC[C@H]1[C@H]([C@@H]2[C@H](N1C(=O)OC)COC2)NS(=O)(=O)C